(1,6-diazaspiro[3.3]heptan-6-yl)methanone N1CCC12CN(C2)C=O